ClC=1C=C(C=CC1C(=O)N1CCCC1)NC1CN(C1)C1CCN(CC1)C([C@@](C(F)(F)F)(C1=CC=CC=C1)O)=O (R)-1-(4-(3-((3-chloro-4-(pyrrolidine-1-carbonyl)phenyl)amino)azetidin-1-yl)piperidin-1-yl)-3,3,3-trifluoro-2-hydroxy-2-phenylpropan-1-one